Methyl ((2-(((1R*,2S*)-2-(((4,4-difluorocyclohexyl)amino)methyl)cyclobutyl)methoxy)-4-methylphenyl)sulfonyl)-L-prolinate FC1(CCC(CC1)NC[C@@H]1[C@@H](CC1)COC1=C(C=CC(=C1)C)S(=O)(=O)N1[C@@H](CCC1)C(=O)OC)F |o1:9,10|